COC1=CC=C(CN(S(=O)(=O)C=2C=NC(=C(C2)C=2N=CN(C2)C)NCC2=CC=C(C=C2)S(F)(F)(F)(F)F)C)C=C1 N-(4-methoxybenzyl)-N-methyl-5-(1-methyl-1H-imidazol-4-yl)-6-((4-(pentafluoro-lambda6-sulfanyl)benzyl)amino)pyridine-3-sulfonamide